C(C)C(CP(OCC(CCCC)CC)([O-])=O)CCCC 2-ethylhexyl-phosphonic acid, mono-2-ethylhexyl ester